diethyl ((1-(8-bromo-2-(trifluoromethyl)-5H-pyrimido[5,4-b]indol-4-yl)piperidin-4-yl)methyl)phosphonate BrC1=CC=2C3=C(NC2C=C1)C(=NC(=N3)C(F)(F)F)N3CCC(CC3)CP(OCC)(OCC)=O